N[C@@H]([C@H](O)C)C(=O)NC(=O)C1(C2=NCN([C@H]3[C@H](O)[C@H](O)[C@@H](CO)O3)C2=NC=N1)N 6-threonylcarbamoyladenosine